FC1=C(C=CC=C1)C1=C(C(=CC=C1)F)F 2,2',3'-trifluoro[1,1'-biphenyl]